trihydroxypyridinone OC=1C(=C(C(NC1)=O)O)O